1-(2-(tert-butoxy)-6-chlorobenzyl)-4-hydroxy-5-methyl-3-nitropyridin-2(1H)-one C(C)(C)(C)OC1=C(CN2C(C(=C(C(=C2)C)O)[N+](=O)[O-])=O)C(=CC=C1)Cl